octadecyl-phenol calcium carbonate C([O-])([O-])=O.[Ca+2].C(CCCCCCCCCCCCCCCCC)C1=C(C=CC=C1)O